C(C)(C)(C)OC(=O)N1CC(C(C1)=O)C(=O)O 4-oxopyrrolidine-1,3-dicarboxylic acid 1-(tert-butyl) ester